N-isopropyl-thieno[3,2-d]pyrimidin-4-amine C(C)(C)NC=1C2=C(N=CN1)C=CS2